C(C)(C)(C)C1=CC=C(C=N1)C=1N=C2SCC=CCN2C(C1C#N)=O 2-(6-(tert-butyl)pyridin-3-yl)-4-oxo-6,9-dihydro-4H-pyrimido[2,1-b][1,3]thiazepine-3-carbonitrile